(R)-6-chloro-3-((1-(3,6-dimethyl-2-(4-(4-methylpiperazin-1-yl)phenyl)-4-oxo-3,4-dihydroquinazolin-8-yl)ethyl)amino)-N-(methylsulfonyl)picolinamide ClC1=CC=C(C(=N1)C(=O)NS(=O)(=O)C)N[C@H](C)C=1C=C(C=C2C(N(C(=NC12)C1=CC=C(C=C1)N1CCN(CC1)C)C)=O)C